CC1=CC=C(C=C1)S(=O)(=O)OC=1N=C2N(C(C1)=O)C=C(S2)N2C[C@H](CC2)N2CCCC2 [5-oxo-2-[(3S)-3-pyrrolidin-1-ylpyrrolidin-1-yl]thiazolo[3,2-a]pyrimidin-7-yl] 4-methylbenzenesulfonate